C1(CC1)[C@@H]1NC2=C(C(N(C=3C=CC(=CC23)[N+](=O)[O-])C)=O)OCC1(F)F (2S)-2-cyclopropyl-3,3-difluoro-7-methyl-10-nitro-2,4-dihydro-1H-[1,4]oxazepino[2,3-c]quinolin-6-one